1-(4-nitrophenoxy)-3-(prop-2-yn-1-yloxy)benzene [N+](=O)([O-])C1=CC=C(OC2=CC(=CC=C2)OCC#C)C=C1